CC1=NOC(=C1C=1C=C2C(=NC1)C(=CN2CC=2N=NC=CC2)C=2C=NN(C2)CC(F)(F)F)C 3,5-dimethyl-4-(1-(pyridazin-3-ylmethyl)-3-(1-(2,2,2-trifluoroethyl)-1H-pyrazol-4-yl)-1H-pyrrolo[3,2-b]pyridin-6-yl)isoxazole